1-(9Z,12Z,15Z-octadecatrienoyl)-2-(6Z,9Z,12Z-octadecatrienoyl)-glycero-3-phosphoserine CCCCC/C=C\C/C=C\C/C=C\CCCCC(=O)O[C@H](COC(=O)CCCCCCC/C=C\C/C=C\C/C=C\CC)COP(=O)(O)OC[C@@H](C(=O)O)N